Cl.O(C1=CC=CC=C1)CCCCCC1=CC=C(C=C1)NC(=O)N1CCNCC1 N-(4-(5-phenoxypentyl)phenyl)piperazine-1-carboxamide hydrochloride